diethoxylauramide C(C)OC(C(=O)N)(CCCCCCCCCC)OCC